N-(4-(N-(1-(3-aminophenyl)ethyl)sulfamoyl)naphthalen-1-yl)-2-methylbenzamide hydrochloride Cl.NC=1C=C(C=CC1)C(C)NS(=O)(=O)C1=CC=C(C2=CC=CC=C12)NC(C1=C(C=CC=C1)C)=O